FC(C(=O)O)(F)F.C=1NC(=C2C=CC=CC12)C(=O)N isoindole-3-carboxamide trifluoroacetic acid salt